(2R)-2-amino-N-(1-(6-((2-amino-2-oxo-1-phenylethyl)thio)-3,5-dicyano-4-cyclopropylpyridin-2-yl)piperidin-4-yl)propionamide N[C@@H](C(=O)NC1CCN(CC1)C1=NC(=C(C(=C1C#N)C1CC1)C#N)SC(C(=O)N)C1=CC=CC=C1)C